S(=O)(=O)(O)C1=C(C=CC=C1)OC sulfoanisole